COC(C1CCN(CC1)C1=C2CCN(C2=CC=C1)C1C(NC(CC1)=O)=O)OC 3-(4-(4-(dimethoxymethyl)piperidin-1-yl)indolin-1-yl)piperidine-2,6-dione